ω-Aminocaprylic acid C(CCCC(=O)O)CCCN